3-[(3-fluoro-4-{4-[(piperazine-1-yl)methyl]piperidin-1-yl}phenyl)amino]piperidin-2,6-dione FC=1C=C(C=CC1N1CCC(CC1)CN1CCNCC1)NC1C(NC(CC1)=O)=O